2-fluoro-6-[(3-methylfurfuryl)amino]-9-(tetrahydrofuran-2-yl)-9H-purine FC1=NC(=C2N=CN(C2=N1)C1OCCC1)NCC1=C(C=CO1)C